COC=1C=C(C=CC1OC)C1=NC=2C(=NC(=CC2C)C2CCN(CC2)C2CC3C(CN(C3)CC(C)C)C2)N1C 2-(3,4-dimethoxyphenyl)-5-(1-(2-isobutyl-octahydrocyclopenta[c]pyrrol-5-yl)piperidin-4-yl)-3,7-dimethyl-3H-imidazo[4,5-b]pyridine